(S)-2-((3,3-dimethyl-1-(2,2,2-trifluoroethoxy)-1,3-dihydro-[1,2]oxaborolo[4,3-b]pyridin-5-yl)amino)-4-((2-hydroxy-1-phenylethyl)amino)pyrimidine-5-carboxylic acid CC1(OB(C=2C1=NC(=CC2)NC2=NC=C(C(=N2)N[C@H](CO)C2=CC=CC=C2)C(=O)O)OCC(F)(F)F)C